C1(=CC=C(C=C1)NC1=CC=C(C=C1)N1C2=CC=CC=C2C=2C=CC=CC12)C1=CC=CC=C1 biphenyl-4-yl-(4-carbazol-9-yl-phenyl)-amine